ClC1=CC2=C(NC(=N2)CC2=CC(=CC(=C2)F)Cl)C=C1F 5-chloro-6-fluoro-2-(3-chloro-5-fluorobenzyl)-1H-benzimidazole